C(C=C)N(C(C[C@@H](C(=O)OC(C)(C)C)C1=CC2=C(OC[C@]3(CCCC4=CC(=CC=C34)Cl)CN2CCCCC=C)C=C1)=O)C TERT-BUTYL 4-(ALLYL(METHYL)AMINO)-(2R)-2-((3S)-6'-CHLORO-5-(HEX-5-EN-1-YL)-3',4,4',5-TETRAHYDRO-2H,2'H-SPIRO[BENZO[B][1,4]OXAZEPINE-3,1'-NAPHTHALEN]-7-YL)-4-OXOBUTANOATE